CN1C(=NN=C1)C1=C(C=CC=C1)C1=CC(=CC=C1)C=1OC2=C(N1)C=C(C=C2C(F)(F)F)C(=O)O 2-(2'-(4-Methyl-4H-1,2,4-triazol-3-yl)-[1,1'-biphenyl]-3-yl)-7-(trifluoromethyl)benzo[d]oxazole-5-carboxylic Acid